1-cyclopropyl-3-(5-((2R,4S)-2-(2,5-difluorophenyl)-4-hydroxypyrrolidin-1-yl)-2-fluoropyrazolo[1,5-a]pyrimidin-3-yl)urea C1(CC1)NC(=O)NC=1C(=NN2C1N=C(C=C2)N2[C@H](C[C@@H](C2)O)C2=C(C=CC(=C2)F)F)F